hexakis(acetamidophenyl)cyclotriphosphazene C(C)(=O)NC1=C(C=CC=C1)P1(=NP(=NP(=N1)(C1=C(C=CC=C1)NC(C)=O)C1=C(C=CC=C1)NC(C)=O)(C1=C(C=CC=C1)NC(C)=O)C1=C(C=CC=C1)NC(C)=O)C1=C(C=CC=C1)NC(C)=O